ClC1=CC=C2C(=CC=NC2=C1)NC(CCCN(CC)CC)C(=O)O 7-chloro-4-(1-carboxy-4-diethylamino-1-butylamino)quinoline